5-(3-(2,2-difluoroethyl)-2-methyl-3H-imidazo[4,5-b]pyridin-5-yl)-N-((3R,4S)-3-fluoro-1-methylpiperidin-4-yl)pyrrolo[2,1-f][1,2,4]triazin-2-amine FC(CN1C(=NC=2C1=NC(=CC2)C=2C=CN1N=C(N=CC12)N[C@@H]1[C@@H](CN(CC1)C)F)C)F